PYRIDO[3,2-B][1,4]OXAZIN-3-ONE O1C2=C(NC(C1)=O)N=CC=C2